C(=O)([O-])OC(=O)OC(=O)[O-].[U+2](=O)=O uranyl tricarbonate